FC1=CC=C(C=C1)C=1N=CN(C1C1=CC=NC=C1)CC(=O)N1[C@@H]2CN([C@H](C1)C2)C(=O)OC(C)(C)C tert-butyl (1S,4S)-5-{2-[4-(4-fluorophenyl)-5-(pyridin-4-yl)-1H-imidazol-1-yl]acetyl}-2,5-diazabicyclo[2.2.1]heptane-2-carboxylate